C(C)C1N(C(C(=C1)O)=O)CC1CCOCC1 ethyl-4-hydroxy-5-oxo-1-(tetrahydro-2H-pyran-4-ylmethyl)-2,5-dihydro-1H-pyrrole